C1=CC=C(C=C1)C(CO)N D(-)-α-phenylglycinol